indolin-2-one hydrochloride Cl.N1C(CC2=CC=CC=C12)=O